ClC=1C=C2C(=NC(=NC2=C(C1C=1C(=CC=C2C=NN(C12)C)C)F)OCCN1CC(CC1)(F)F)N1C[C@H](N(C[C@@H]1C)C(C=C)=O)C 1-((2R,5S)-4-((R)-6-chloro-2-(2-(3,3-difluoropyrrolidin-1-yl)ethoxy)-7-(1,6-dimethyl-1H-indazol-7-yl)-8-fluoroquinazolin-4-yl)-2,5-dimethylpiperazin-1-yl)prop-2-en-1-one